ClC=1C=C(C=NC1)C1=CC=C(N)C=C1 4-(5-Chloropyridin-3-yl)aniline